C(C1=CC=CC=C1)NC(C)CC1=CC2=C(C=C1)OCO2 benzyl-3,4-methylenedioxyamphetamine